ethyl 2-(4-methoxybenzyl)-5-(4'-(4,4,5,5-tetramethyl-1,3,2-dioxaborolan-2-yl)-[1,1'-biphenyl]-4-yl)-2H-1,2,3-triazole-4-carboxylate COC1=CC=C(CN2N=C(C(=N2)C(=O)OCC)C2=CC=C(C=C2)C2=CC=C(C=C2)B2OC(C(O2)(C)C)(C)C)C=C1